(S)-3-((S)-oxirane-2-yl)-3,4-dihydroisoquinoline O1[C@H](C1)[C@H]1N=CC2=CC=CC=C2C1